5-(3-(trifluoromethoxy)benzyl)-4,5-Dihydroisoxazole-5-carboxamide FC(OC=1C=C(CC2(CC=NO2)C(=O)N)C=CC1)(F)F